FC1=C(C2=C(CCO2)C=C1C1(NC(=C(C(=N1)NC)C)C)N)C=1CCCNCC1 2-[6-fluoro-7-(2,3,4,7-tetrahydro-1H-azepin-5-yl)-2,3-dihydrobenzofuran-5-yl]-N4,5,6-trimethyl-pyrimidine-2,4-diamine